6-[[3-(trifluoromethylsulfonyl)phenyl]methyl]-2-azaspiro[3.3]heptane FC(S(=O)(=O)C=1C=C(C=CC1)CC1CC2(CNC2)C1)(F)F